C(C)(=O)OC1C(CCCC1)C(C)(C)C 2-(2-methyl-2-propanyl)cyclohexyl acetate